1,2-dibromomethylbenzene BrCC1=C(C=CC=C1)CBr